tributyl-(cyclopropyl)stannane C(CCC)[Sn](C1CC1)(CCCC)CCCC